C(C)OC(/C=C/C1=CC=C(N1)C(=O)OCC)=O (E)-ethyl 5-(3-ethoxy-3-oxoprop-1-en-1-yl)-1H-pyrrole-2-carboxylate